CC=1C(=NC=CC1)C1=NOC(=N1)NC1=NC=CC(=C1)C 3-(3-methyl-pyridin-2-yl)-N-(4-methyl-pyridin-2-yl)-1,2,4-oxadiazol-5-amine